NCC1OC(OC1CN)C(C)C 4,5-diaminomethyl-2-isopropyl-1,3-dioxolan